FC=1C=C2C=CN=C(C2=C(C1)C)N(C(C1=NC=C(C=C1)C=1SC(=NN1)C)=O)[C@H]1CNCCC1 (R)-N-(6-fluoro-8-methylisoquinolin-1-yl)-5-(5-methyl-1,3,4-thiadiazol-2-yl)-N-(piperidin-3-yl)picolinamide